BrC1=C(C=CC(=C1)Cl)N1N=C(C=C1)C(=O)N 1-(2-bromo-4-chlorophenyl)-1H-pyrazole-3-carboxamide